indole-acrylamide N1C(=CC2=CC=CC=C12)C=CC(=O)N